The molecule is a steroidal-CoA(4-) obtained by deprotonation of phosphate and diphosphate functions of ursodeoxycholoyl-CoA; major species at pH 7.3. It is a conjugate base of an ursodeoxycholoyl-CoA. C[C@H](CCC(=O)SCCNC(=O)CCNC(=O)[C@@H](C(C)(C)COP(=O)([O-])OP(=O)([O-])OC[C@@H]1[C@H]([C@H]([C@@H](O1)N2C=NC3=C(N=CN=C32)N)O)OP(=O)([O-])[O-])O)[C@H]4CC[C@@H]5[C@@]4(CC[C@H]6[C@H]5[C@H](C[C@H]7[C@@]6(CC[C@H](C7)O)C)O)C